4-Amino-N-[5-[1-(2,6-dioxo-3-piperidyl)-3-methyl-2-oxo-benzimidazol-5-yl]pentyl]cyclohexanecarboxamide NC1CCC(CC1)C(=O)NCCCCCC1=CC2=C(N(C(N2C)=O)C2C(NC(CC2)=O)=O)C=C1